(E)-3-fluoro-piperidin-4-yl-carbamic acid FC1CNCCC1NC(O)=O